(1R,3s,5S)-3-((4-bromo-3-chloro-2-nitrobenzyl)amino)-8-azabicyclo[3.2.1]octane-8-carboxylic acid tert-butyl ester C(C)(C)(C)OC(=O)N1[C@H]2CC(C[C@@H]1CC2)NCC2=C(C(=C(C=C2)Br)Cl)[N+](=O)[O-]